3-((ethylimino)methyleneamino)-N,N-dimethylpropan-1-amine chloride [Cl-].C(C)N=C=NCCCN(C)C